O(C1=CC=CC=C1)C1=CC=C(C=C1)C1=NN(C2=NC=NC=C21)[C@H]2CNCCC2 3-(4-phenoxyphenyl)-1-[(3R)-3-piperidinyl]Pyrazolo[3,4-d]Pyrimidine